ClC1=C(C=CC=C1)C=1N=C(SC1)CN\N=C\C1=C(C(=O)OCCN2CCCCC2)C=CC=C1 (E)-2-(piperidin-1-yl)ethyl 2-((2-(4-(2-chlorophenyl)thiazol-2-yl) Methylhydrazono)methyl)benzoate